6-[6-amino-1-[(2-fluoro-4-nitro-phenyl)methyl]Pyrazolo[3,4-d]Pyrimidin-4-yl]Pyridine-2-carbonitrile NC1=NC(=C2C(=N1)N(N=C2)CC2=C(C=C(C=C2)[N+](=O)[O-])F)C2=CC=CC(=N2)C#N